NC1=CC=C(N=N1)C1CCN(CC1)C(=O)C1=CC(=C(C=C1)C1=CC=C(C=C1)OC(F)(F)F)OC [4-(6-Amino-pyridazin-3-yl)-piperidin-1-yl]-(2-methoxy-4'-trifluoromethoxy-biphenyl-4-yl)-methanone